C(C)(C)(C)OC([C@@H](NC(=O)OCC1=CC=CC=C1)CC1=CC=C(C=C1)O)=O Cbz-L-tyrosine tert-butyl ester